2,5-dihydroxyanisole hydrate O.OC1=C(C=C(C=C1)O)OC